Butane-1,4-diylbis(3-(3-(3,5-di-tert-butyl-4-hydroxybenzyl)-5-((dodecylthio)methyl)-4-hydroxyphenyl) propionate) C(CCCC(C(=O)[O-])CC1=CC(=C(C(=C1)CSCCCCCCCCCCCC)O)CC1=CC(=C(C(=C1)C(C)(C)C)O)C(C)(C)C)C(C(=O)[O-])CC1=CC(=C(C(=C1)CSCCCCCCCCCCCC)O)CC1=CC(=C(C(=C1)C(C)(C)C)O)C(C)(C)C